4-TERT-BUTYL-1,3-THIAZOLE-2-CARBALDEHYDE C(C)(C)(C)C=1N=C(SC1)C=O